CN[C@@H]1COC2=C1C=CC(=C2)C(C(F)(F)F)(F)F (S)-N-methyl-6-(perfluoroethyl)-2,3-dihydrobenzofuran-3-amine